1,1-Dioxo-1,2-thiazolidine O=S1(NCCC1)=O